C(#N)C=1C=CC(=C2C=CC=NC12)N1C[C@@]2(C[C@@]2(C1)C(F)(F)F)C(=O)NC[C@H]1CNCC(O1)(C)C (1S,5R)-3-(8-cyanoquinolin-5-yl)-N-(((R)-6,6-dimethylmorpholin-2-yl)methyl)-5-(trifluoromethyl)-3-azabicyclo[3.1.0]hexane-1-carboxamide